4-chloro-1-{[2-(trimethylsilyl)ethoxy]Methyl}-1H-pyrrolo[2,3-b]Pyridine-2-carboxylic acid methyl ester COC(=O)C1=CC=2C(=NC=CC2Cl)N1COCC[Si](C)(C)C